NC1=CC=C2C(OC(C2=C1)=O)CC1=CC(=CC(=C1)F)F 6-amino-3-(3,5-difluorobenzyl)isobenzofuran-1(3H)-one